NC([C@H](C)NC(C1=CC(=CC(=C1)C(F)(F)F)OCS(=O)C)=O)=O N-[(2S)-1-amino-1-oxopropan-2-yl]-3-[(methylsulfinyl)methoxy]-5-(trifluoromethyl)benzamide